(tetrahydropyran-4-yl)-[2-phenyl-5-(1,1-dioxo-thiomorpholin-4-yl)methyl-1H-indolyl]amine O1CCC(CC1)NN1C(=CC2=CC(=CC=C12)CN1CCS(CC1)(=O)=O)C1=CC=CC=C1